C(CCC)C1(CSC2=C(N(C1=O)C1=CC=C(C=C1)F)C=C(C(=C2)OC)I)CC 3-butyl-3-ethyl-5-(4-fluorophenyl)-7-iodo-8-methoxy-2,3-dihydro-1,5-benzothiazepin-4(5H)-one